ClC1=CC=CC=2OC3=CC(=CC=C3C(C12)NC(=O)C=1C(NC(=C(C1)CC)C(F)(F)F)=O)Cl N-(1,6-dichloro-9H-xanthen-9-yl)-5-ethyl-2-oxo-6-(trifluoromethyl)-1,2-dihydropyridine-3-carboxamide